tert-butyl (3R,6S)-3-((tert-butoxycarbonyl) ((tert-butyldimethylsilyl) oxy) amino)-6-carbamoyl-5-methyl-3,6-dihydropyridine-1(2H)-carboxylate C(C)(C)(C)OC(=O)N([C@H]1CN([C@@H](C(=C1)C)C(N)=O)C(=O)OC(C)(C)C)O[Si](C)(C)C(C)(C)C